[Na+].C1(=CC(=CC=2C(=CC=CC12)S(=O)(=O)[O-])S(=O)(=O)[O-])S(=O)(=O)[O-].[Na+].[Na+] 1,3,5-naphthalenetrisulfonic acid sodium salt